C1(=CC(=CC(=C1)C(=O)O)C(=O)O)C1=CC=CC=C1 [1,1'-biphenyl]-3,5-dicarboxylic acid